C(C)(C)(C)N(C(O)=O)[C@@H](C(=O)NCC1=CC=C(C=C1)OC(C)(C)C)CCCN.N=C1SCC(N1C1=C(C=CC(=C1)C)OCCC(F)(F)F)=O 2-imino-3-(5-methyl-2-(3,3,3-trifluoropropoxy)phenyl)thiazolidin-4-one tert-butyl-(R)-(5-amino-1-((4-(tert-butoxy)benzyl)amino)-1-oxopentan-2-yl)carbamate